CC=1C(C(CNC1)=O)C1=C(C=CC=C1)C 5-Methyl-l-p-tolyl-3(1H)pyridone